C(CCCCCC(C)C)(=O)C(C(=O)O)CCCCC(C)C isononanoyl-(isononanoic acid)